O1NC(=CC=C1)C(=O)[O-].[K+].C(C)(C)(C)NS(=O)(=O)C1=CC(=CC=C1)C1=CSC2=C1N=C(N=C2)NC2=CC=C(C=C2)OC2CCN(CC2)CC N-t-butyl-3-(2-(4-(1-ethylpiperidin-4-yloxy)phenylamino)thieno-[3,2-d]pyrimidin-7-yl)benzenesulfonamide potassium oxazinate salt